Cl.CC1(CCN(CC1)CCCOC1=NC(=NC2=CC=CC=C12)C)O 4-methyl-1-(3-((2-methylquinazolin-4-yl)oxy)propyl)piperidin-4-ol hydrochloride